ClC1=CC2=C(N=C(O2)OC2=CC=C(O[C@@H](C(=O)OCC)C)C=C2)C=C1 ethyl (R)-2-{4-[(6-chloro-1,3-benzoxazol-2-yl)oxy]phenoxy}propionate